FC([C@](C)(O)[C@H]1[C@@H]2CCN([C@H]([C@H]2CCC1)C)C(=O)OCC1=CC=CC=C1)F benzyl (1S,4aR,5R,8aS)-5-[(1R)-2,2-difluoro-1-hydroxy-1-methyl-ethyl]-1-methyl-3,4,4a,5,6,7,8,8a-octahydro-1H-isoquinoline-2-carboxylate